CC1NC(CCC(N(CCNC(CCN(C(CNC1=O)=O)C)=O)C)=O)=O 2,7,14-trimethyl-3,6,10,15,18-pentaoxo-1,4,7,11,14-pentaazacyclooctadecan